C(C)(C)(C)[Si](OCC(CC1(NC(CC=2C3=CC(=CC=C3NC12)F)C)C1=C(C=C(C=C1F)I)F)(F)F)(C1=CC=CC=C1)C1=CC=CC=C1 [3-(tert-butyl-diphenyl-silyloxy)-2,2-difluoro-propyl]-1-(2,6-difluoro-4-iodo-phenyl)-6-fluoro-3-methyl-2,3,4,9-tetrahydro-1H-β-carboline